2-(2-(benzyloxy)phenyl)-4,4,5,5-tetramethyl-1,3,2-dioxaborolane C(C1=CC=CC=C1)OC1=C(C=CC=C1)B1OC(C(O1)(C)C)(C)C